3-(5-(4-((4-(2-hydroxypropan-2-yl)piperidin-1-yl)methyl)pyridin-2-yl)-1-oxoisoindolin-2-yl)piperidine-2,6-dione OC(C)(C)C1CCN(CC1)CC1=CC(=NC=C1)C=1C=C2CN(C(C2=CC1)=O)C1C(NC(CC1)=O)=O